CC1=CC=C(N=N1)OC=1C=CC=2N(C1)N=CC2 6-(6-methylpyridazin-3-yl)oxypyrazolo[1,5-a]pyridin